C1(=CC=CC=C1)S(=O)(=O)O.C1(=CC=CC=C1)S(=O)(=O)O.C(C1=CC=CC=C1)(=O)N benzamide benzenesulfonate (benzenesulfonate)